NC1=C2C(=C3C(=N1)C=C(N3)C(=O)OCC)CO[C@H]2C ethyl (S)-5-amino-6-methyl-6,8-dihydro-1H-furo[3,4-d]pyrrolo[3,2-b]pyridine-2-carboxylate